Propylene Succinate C1(CCC(=O)OC(CO1)C)=O